C(C(O)CC(=O)[O-])(=O)OC(C(CC1=CC=C(C=C1)OC1[C@H](O)[C@@H](O)[C@H](O)[C@H](O1)CO)CC1=CC=C(C=C1)OC1[C@H](O)[C@@H](O)[C@H](O)[C@H](O1)CO)(C)C bis[4-(glucosyloxy) benzyl]-2-isobutyl malate